BrC=1C=C2C=3CCCC(C3NC2=CC1)NCC1=CC=C(C=C1)C 6-bromo-N-(4-methylbenzyl)-2,3,4,9-tetrahydro-1H-carbazol-1-amine